FC=1C=C(C=CC1CC1CC2(CN(C2)C(CC)=O)C1)NC(OCC1=CN=CO1)=O oxazol-5-ylmethyl (3-fluoro-4-((2-propionyl-2-azaspiro[3.3]heptan-6-yl)methyl)phenyl)carbamate